(9E)-9-undecenal C(CCCCCCC\C=C\C)=O